(3R,5S)-1-(8-chloro-5-quinolinyl)-5-methyl-piperidin-3-amine ClC=1C=CC(=C2C=CC=NC12)N1C[C@@H](C[C@@H](C1)C)N